3-(5-bromo-7,8-dihydro-6H-pyrazolo[4,5,1-ij]quinolin-2-yl)piperidine-2,6-dione BrC1=C2CCCN3C2=C(C=C1)C(=N3)C3C(NC(CC3)=O)=O